(3,6-dihydro-2H-pyran-4-yl)-N-methylaniline O1CCC(=CC1)N(C1=CC=CC=C1)C